2,4-dimethylpentan-3-ol CC(C)C(C(C)C)O